[Sn](I)(I)(I)I Tin iodide